(1H-pyrazole-3-carbonyl)piperidine-4-carboxylic acid methyl ester COC(=O)C1CCN(CC1)C(=O)C1=NNC=C1